C(\C=C\C1=CC=C(C=C1)O)(=O)SCCNC(CCNC([C@@H](C(COP(OP(OC[C@@H]1[C@H]([C@H]([C@@H](O1)N1C=NC=2C(N)=NC=NC12)O)OP(=O)(O)O)(=O)O)(=O)O)(C)C)O)=O)=O p-Coumaroyl-CoA